2,7-dicarboxy-pyrene C(=O)(O)C1=CC2=CC=C3C=C(C=C4C=CC(=C1)C2=C43)C(=O)O